4-chloro-5-(3-(4-chloro-2-(trifluoromethyl)benzoyl)-5,6-dihydroimidazo[1,2-a]pyrazin-7(8H)-yl)pyridazin-3(2H)-one ClC=1C(NN=CC1N1CC=2N(CC1)C(=CN2)C(C2=C(C=C(C=C2)Cl)C(F)(F)F)=O)=O